BrC1=CC=C(C=C1)C1(CC1)C(CC)=O 1-(1-(4-bromophenyl)cyclopropyl)propan-1-one